5-(4-methyl-3H-indenyl)-1H-imidazole CC1=C2CC=C(C2=CC=C1)C1=CN=CN1